ClC=1C=C2C(C(=CN(C2=CC1N1CC2=NC=CC=C2C1)C=1C=NC(=CC1)Cl)C(=O)OCC)=O ethyl 6-chloro-1-(6-chloropyridin-3-yl)-4-oxo-7-{5H,7H-pyrrolo[3,4-b]pyridin-6-yl}quinoline-3-carboxylate